4-(7-Bromo-2-chloro-8-fluoro-6-methoxyquinazolin-4-yl)-2-(cyanomethyl)piperazine BrC1=C(C=C2C(=NC(=NC2=C1F)Cl)N1CC(NCC1)CC#N)OC